N-[5-(difluoromethoxy)-4,6-dimethoxy-pyrimidin-2-yl]-5-thiazol-4-yl-1H-pyrrole-3-sulfonamide FC(OC=1C(=NC(=NC1OC)NS(=O)(=O)C1=CNC(=C1)C=1N=CSC1)OC)F